(S)-2-(((benzyloxy)carbonyl)amino)-4-(((S)-2-fluoro-3-methoxypropyl)(4-(5,6,7,8-tetrahydro-1,8-naphthyridin-2-yl)butyl)amino)butanoic acid C(C1=CC=CC=C1)OC(=O)N[C@H](C(=O)O)CCN(CCCCC1=NC=2NCCCC2C=C1)C[C@@H](COC)F